C12OCC(C1C(=O)O)C2 2-OXA-BICYCLO[2.1.1]HEXANE-5-CARBOXYLIC ACID